6-(2-amino-1H-benzo[d]imidazol-5-yl)-N-(1-phenylethyl)quinazolin-4-amine NC1=NC2=C(N1)C=CC(=C2)C=2C=C1C(=NC=NC1=CC2)NC(C)C2=CC=CC=C2